N-(2-naphthalenesulfonyl)acetamide C1=C(C=CC2=CC=CC=C12)S(=O)(=O)NC(C)=O